6-(4-fluorophenoxy)pyridazin FC1=CC=C(OC2=CC=CN=N2)C=C1